BrOBr bromoether